IC1=CC(=CC2=C1C=1C(=CC3=C(C=CC=4C5=C(C=C(C6=C(C=C2C(C1C34)=C65)I)I)C6=CC=CC=C6)C6=CC=CC=C6)I)C6=CC=CC=C6 1,6,7,14-tetraiodo-3,9,12-triphenylnaphtho[1,2,3,4-ghi]perylene